CC(=O)N[C@@H]1[C@H]([C@@H]([C@H](O[C@@H]1O[C@H]2[C@H]([C@@H]([C@H](O[C@@H]2O[C@@H]3[C@@H]([C@H](O[C@@H]([C@H]3O[C@H]4[C@@H]([C@H]([C@@H]([C@H](O4)CO)O[C@H]5[C@@H]([C@H]([C@H]([C@H](O5)CO)O)O[C@H]6[C@@H]([C@H]([C@@H]([C@H](O6)CO)O[C@H]7[C@@H]([C@H]([C@H]([C@H](O7)CO)O)O)O)O)NC(=O)C)O)O)O)[C@H](CO)O)O[C@@H]8[C@@H](CC(O[C@@H]8[C@@H](CO)O)(C(=O)O)O)O)O)[C@H](CO)O)O)OP(=O)(O)OCCN)CO)O)O The molecule is a branched oligosaccharide phosphate comprising two D-galactose residues, two N-acetyl-D-glucosamine residues, a D-glucose residue, two L-glycero-D-manno-heptose residues (one of which is phosphoethanolamine-substituted on O-3), with linkages as shown and with a 3-deoxy-D-manno-oct-2-ulosonic acid (2-keto-3-deoxy-D-mannooctanoic acid, Kdo) residue at the reducing end. Corresponds to the core oligosaccharide of Neisseria meningitidis. It is an oligosaccharide phosphate and an amino octasaccharide.